NC(C(COC1CN(C1)C(=O)OCC1=CC=CC=C1)NC(=O)OC(C)(C)C)=O benzyl 3-[3-amino-2-(tert-butoxycarbonylamino)-3-oxo-propoxy]azetidine-1-carboxylate